tert-butyl (R)-5-methoxy-5-((1R,2R)-2-((tosyloxy)methyl)cyclopropyl)pentanoate CO[C@H](CCCC(=O)OC(C)(C)C)[C@H]1[C@@H](C1)COS(=O)(=O)C1=CC=C(C)C=C1